(2s,4s)-4-azidopyrrolidine-2-carboxylic acid [8-(1-octylnonyloxy)-8-oxo-octyl] ester C(CCCCCCC)C(CCCCCCCC)OC(CCCCCCCOC(=O)[C@H]1NC[C@H](C1)N=[N+]=[N-])=O